[Na].C(C)(C)(C)SC1=C(N(C2=CC=C(C=C12)OCC1=NC=C(C=C1)C)CC1=CC=C(C=C1)C=1C=NC(=CC1)OCC)CC(C(=O)O)(C)C 3-(3-(tert-butylsulfanyl)-1-(4-(6-ethoxypyridin-3-yl)benzyl)-5-((5-methylpyridin-2-yl)methoxy)-1H-indol-2-yl)-2,2-dimethylpropionic acid sodium